The molecule is an N,N-disubstituted toluene-p-sulfonamaide, with a structure close to that of darunavir. It is found to inhibit dimerization of HIV-1 protease subunits. It has a role as a HIV protease inhibitor. It is a cyclopentafuran, a carbamate ester and a sulfonamide. CC(C)CN(C[C@H]([C@H](CC1=CC=CC=C1)NC(=O)O[C@@H]2C[C@@H]3CCO[C@@H]3C2)O)S(=O)(=O)C4=CC=C(C=C4)CO